2-((1-(6-((S)-4-Benzyl-2-oxooxazolidin-3-yl)-4-methylpyridin-2-yl)ethyl)amino)benzoic acid C(C1=CC=CC=C1)[C@@H]1N(C(OC1)=O)C1=CC(=CC(=N1)C(C)NC1=C(C(=O)O)C=CC=C1)C